ClC1=CC2=C(N(C(N=C2N2[C@H](CN([C@@H](C2)C)C(C=C)=O)C)=O)C=2C(=NC=CC2C)C(C)C)N=C1C1=CCCCC1 (M)-6-Chloro-7-(cyclohexen-1-yl)-4-[(2S,5R)-2,5-dimethyl-4-prop-2-enoyl-piperazin-1-yl]-1-(2-isopropyl-4-methyl-3-pyridyl)pyrido[2,3-d]pyrimidin-2-one